S(=O)(=O)(C1=CC=C(C)C=C1)N1CC2=CCC=C(C2C1)CO (2-tosyl-2,3,3a,6-tetrahydro-1H-isoindol-4-yl)methanol